C(C)C([C@H](N)C(=O)O)C1=CNC2=CC=C(C=C12)C β-Ethyl-5-methyltryptophan